[O-]O.C(C)(=O)C=1C=C(C=CC1)C(C)C m-acetyl-cumene hydroperoxide